(R)-5-chloro-3-(1-(2,4-dichlorophenyl)ethyl)-7-(1-methylcyclopropyl)-3H-[1,2,3]triazolo[4,5-d]pyrimidine ClC=1N=C(C2=C(N1)N(N=N2)[C@H](C)C2=C(C=C(C=C2)Cl)Cl)C2(CC2)C